[Mg].[Zn].[Al] aluminum-zinc-magnesium